di(dodecyl)heptane C(CCCCCCCCCCC)C(CCC)(CCC)CCCCCCCCCCCC